N-(((1r,4r)-4-aminocyclohexyl)methyl)-2-fluoro-4-(4-(2,2,2-trifluoroethyl)piperazin-1-yl)aniline NC1CCC(CC1)CNC1=C(C=C(C=C1)N1CCN(CC1)CC(F)(F)F)F